[Si](C)(C)(C(C)(C)C)OCC1=CC(=NC=2N1N=C(C2)[C@H]2N(CCCC2)C(=O)OC(C)(C)C)OS(=O)(=O)C(F)(F)F tert-butyl (2S)-2-[7-[[tert-butyl(dimethyl)silyl]oxymethyl]-5-(trifluoromethylsulfonyloxy)pyrazolo[1,5-a]pyrimidin-2-yl]piperidine-1-carboxylate